OC1(CC2(C1)CCC(CC2)=O)C 2-hydroxy-2-methylspiro[3.5]nonan-7-one